N-ethyl-N-(2-hydroxy-3-sulfopropyl)-3,5-dimethoxy-4-fluoroaniline C(C)N(C1=CC(=C(C(=C1)OC)F)OC)CC(CS(=O)(=O)O)O